(3R,4R)-4-(((7-((tert-butoxycarbonyl)(indolin-6-ylmethyl)amino)-3-isopropylpyrazolo[1,5-a]pyrimidin-5-yl)amino)methyl)-3-hydroxypiperidine-1-carboxylic acid tert-butyl ester C(C)(C)(C)OC(=O)N1C[C@@H]([C@H](CC1)CNC1=NC=2N(C(=C1)N(CC1=CC=C3CCNC3=C1)C(=O)OC(C)(C)C)N=CC2C(C)C)O